N-[(2-Amino-3-pyridyl)sulfonyl]-6-[3-(cyclopropyl)pyrazol-1-yl]-2-[(4S)-2,2,4-trimethylpyrrolidin-1-yl]pyridin-3-carboxamid NC1=NC=CC=C1S(=O)(=O)NC(=O)C=1C(=NC(=CC1)N1N=C(C=C1)C1CC1)N1C(C[C@@H](C1)C)(C)C